D-arabinitol-13C5 [13CH2]([13C@@H](O)[13C@H](O)[13C@H](O)[13CH2]O)O